ethoxycarbonylpropionic acid C(C)OC(=O)C(C(=O)O)C